N-(methoxyphenyl)-4-(trifluoromethyl)thiazol-2-amine COC1=C(C=CC=C1)NC=1SC=C(N1)C(F)(F)F